5,6-dichloro-1H-1,3-benzodiazole-2-thiol ClC1=CC2=C(NC(=N2)S)C=C1Cl